Ethyl 2-(2,6-dimethyl-4-((5-oxo-4-phenyl-4,5-dihydro-1H-1,2,4-triazol-1-yl)methyl)phenoxy)-2-methylpropionate CC1=C(OC(C(=O)OCC)(C)C)C(=CC(=C1)CN1N=CN(C1=O)C1=CC=CC=C1)C